5-(3-{4-[3-(Azetidin-1-yl)prop-1-yn-1-yl]-2-fluorophenoxy}propyl)-2-{3-[(1,3-benzothiazol-2-yl)amino]-4-methyl-5H,6H,7H,8H-pyrido[2,3-c]pyridazin-8-yl}-1,3-thiazol N1(CCC1)CC#CC1=CC(=C(OCCCC2=CN=C(S2)N2CCCC3=C2N=NC(=C3C)NC=3SC2=C(N3)C=CC=C2)C=C1)F